choline geranic acid C(\C=C(/C)\CCC=C(C)C)(=O)O.OCC[N+](C)(C)C